[Br-].C1(=CC=CC=C1)[Se]C1=CC=CC=C1 phenylselenide bromide